2-((6-(tert-butoxycarbonyl)-2,6-diazaspiro[3.4]octan-2-yl)methyl)acrylic acid C(C)(C)(C)OC(=O)N1CC2(CN(C2)CC(C(=O)O)=C)CC1